C(=O)O.C(C)(C)(C)N1C=NC2=C1C=C(C=C2F)C2=NC(=NC=C2Cl)N[C@H]2[C@@H](CN(CC2)CCN(C)C)O (3R,4R)-4-{[4-(1-tert-butyl-4-fluoro-1H-benzimidazol-6-yl)-5-chloropyrimidin-2-yl]amino}-1-[2-(dimethylamino)ethyl]piperidin-3-ol formic acid salt